FC(COC=1C(=NC=C(C1)F)OC1=CC=C2C(=N1)N(C(=N2)C(=O)NC2(CCS(CC2)(=O)=O)C)C)F 5-[[3-(2,2-difluoroethoxy)-5-fluoro-2-pyridyl]oxy]-3-methyl-N-(4-methyl-1,1-dioxo-thian-4-yl)imidazo[4,5-b]pyridine-2-carboxamide